5-chloro-3-fluoro-2-(3-fluoro-4-(1H-tetrazol-5-yl)phenoxy)pyridine ClC=1C=C(C(=NC1)OC1=CC(=C(C=C1)C1=NN=NN1)F)F